ClCC1=CC=C2C=C(C(NC2=C1)=O)CC 7-(chloromethyl)-3-ethyl-1H-quinolin-2-one